(S)-10-(5-chlorothien-2-yl)-7-((3S,5r)-3,5-dimethylpiperazin-1-yl)-3-(methoxymethyl)-9-(trifluoromethyl)-2H-[1,4]thiazino[2,3,4-ij]quinazolin-5(3H)-one ClC1=CC=C(S1)C1=C(C=C2C(=NC(N3C2=C1SC[C@@H]3COC)=O)N3C[C@@H](N[C@@H](C3)C)C)C(F)(F)F